4-(1-(2-(1,3-dioxoisoindolin-2-yl)-2-methylpropyl)-1H-pyrazol-3-yl)-2-methylbenzonitrile O=C1N(C(C2=CC=CC=C12)=O)C(CN1N=C(C=C1)C1=CC(=C(C#N)C=C1)C)(C)C